N,N'-Distearyl-adipamid C(CCCCCCCCCCCCCCCCC)NC(CCCCC(=O)NCCCCCCCCCCCCCCCCCC)=O